bromo-7-fluorobenzo[B]thiophene-2-carboxylic acid BrC=1C2=C(SC1C(=O)O)C(=CC=C2)F